2,6-di-tert-butyl-4-methylphenylmethylene-2,5-cyclohexadien-1-one C(C)(C)(C)C1=C(C(=CC(=C1)C)C(C)(C)C)C=C1C=CC(C=C1)=O